N(=[N+]=[N-])C1=C(C(=C(CBr)C(=C1F)F)F)F 4-azido-2,3,5,6-tetrafluorobenzyl bromide